CC12CC(C1)(C2)C2=NOC(=C2)NC(=O)CC2=CC=C(C(=O)OC)C=C2 Methyl 4-[[(3-[3-methylbicyclo[1.1.1]pentan-1-yl]-1,2-oxazol-5-yl)carbamoyl]methyl]benzoate